C(CCC)C=1N(C(=C(N1)Cl)CO)CC1=CC=C(C=C1)C1=C(C=CC=C1)C1=NN=NN1 2-butyl-4-chloro-1-((2'-(1H-tetrazol-5-yl)(1,1-biphenyl)-4-yl)methyl)-1H-imidazole-5-methanol